COC(CCCN1C(C(N=C(C2=C1C=CC(=C2)Cl)C2=CC=CC=C2)C(CC)CC)=O)=O 4-(7-chloro-2-oxo-3-(pent-3-yl)-5-phenyl-2,3-dihydro-1H-benzo[e][1,4]diazepin-1-yl)butanoic acid methyl ester